C1(CC1)C1=NOC(=C1)C(=O)NC12C[C@@H](C(CC1)(CC2)NC(COC2=CC(=C(C=C2)Cl)Cl)=O)O 3-cyclopropyl-N-{(3S)-4-[2-(3,4-dichlorophenoxy)acetamido]-3-hydroxy-bicyclo[2.2.2]oct-1-yl}-1,2-oxazole-5-carboxamide